ClC1=CC2=C(CC(O2)C=2C=C(C#N)C=CC2)C=C1F m-(6-chloro-5-fluoro-2,3-dihydro-1-benzofuran-2-yl)benzonitrile